CC(C(=O)O[C@@H]1C[C@H](N2N=C(N=C21)Br)C=2C=NC=C(C2)F)(C)C [trans-2-bromo-5-(5-fluoro-3-pyridyl)-6,7-dihydro-5H-pyrrolo[1,2-b][1,2,4]triazol-7-yl] 2,2-dimethylpropanoate